(S)-6-(1-(2-((2-chlorophenyl)thio)acetyl)pyrrolidin-2-yl)-9-hydroxy-2-(2-(pyridin-3-ylsulfonyl)ethyl)-3,4-dihydro-2H-pyrazino[1,2-c]pyrimidine-1,8-dione ClC1=C(C=CC=C1)SCC(=O)N1[C@@H](CCC1)C1=NC(C(=C2N1CCN(C2=O)CCS(=O)(=O)C=2C=NC=CC2)O)=O